5-(3-isopropyl-5-(1-((1-methyl-1H-pyrazol-3-yl)methyl)piperidin-4-yl)-1H-indol-2-yl)-3-methyl-[1,2,3]triazolo[1,5-a]pyridine C(C)(C)C1=C(NC2=CC=C(C=C12)C1CCN(CC1)CC1=NN(C=C1)C)C1=CC=2N(C=C1)N=NC2C